FC1=C(C=CC(=C1)F)C1=C(C=C2C(=NC=NC2=C1F)N1CCN(CC1)C(C=C)=O)F 1-(4-(7-(2,4-difluoro-phenyl)-6,8-difluoro-quinazolin-4-yl)piperazin-1-yl)prop-2-en-1-one